CC=1N(C(=CC1)C)C1=NN2C(C(=CC(=C2)B2OC(C(O2)(C)C)(C)C)F)=N1 2-(2,5-dimethyl-1H-pyrrol-1-yl)-8-fluoro-6-(4,4,5,5-tetramethyl-1,3,2-dioxaborolan-2-yl)-[1,2,4]triazolo[1,5-a]pyridine